Butyl 16-((1-(6-((2-amino-2-oxo-1-phenylethyl)thio)-3,5-dicyano-4-ethylpyridin-2-yl)piperidin-4-yl)amino)hexadecanoate NC(C(C1=CC=CC=C1)SC1=C(C(=C(C(=N1)N1CCC(CC1)NCCCCCCCCCCCCCCCC(=O)OCCCC)C#N)CC)C#N)=O